NC1=NC=C(C(=O)NC([2H])([2H])[2H])C(=C1)NC1=CC=CC=2C=3C(CN(C12)C)=NN(N3)C 6-amino-4-((2,5-dimethyl-4,5-dihydro-2H-[1,2,3]triazolo[4,5-c]quinolin-6-yl)amino)-N-(methyl-d3)nicotinamide